N-Bocamino alcohol C(=O)(OC(C)(C)C)NO